tert-Butyl (2R,5S)-4-(6-chloro-7-(2-fluorophenyl)-1-(2-formyl-4,6-diisopropylpyrimidin-5-yl)-2-oxo-1,2-dihydropyrido[2,3-d]pyrimidin-4-yl)-2,5-dimethylpiperazine-1-carboxylate ClC1=CC2=C(N(C(N=C2N2C[C@H](N(C[C@@H]2C)C(=O)OC(C)(C)C)C)=O)C=2C(=NC(=NC2C(C)C)C=O)C(C)C)N=C1C1=C(C=CC=C1)F